5-(2-(6-((3r,5r)-3-amino-5-fluoropiperidine-1-carbonyl)-4-methoxy-3-methylpyrazolo[1,5-a]pyridin-2-yl)-1-(cyclopropylmethyl)-1H-pyrrolo[2,3-b]pyridin-6-yl)isoindolin-1-one N[C@H]1CN(C[C@@H](C1)F)C(=O)C=1C=C(C=2N(C1)N=C(C2C)C2=CC=1C(=NC(=CC1)C=1C=C3CNC(C3=CC1)=O)N2CC2CC2)OC